COC(=O)[C@H]1O[C@H]([C@@H](C1)O)N1C=2N=C(NC(C2N(C1=O)CC#C)=O)N (2S,4R,5R)-5-(2-amino-6,8-dioxo-7-(prop-2-yn-1-yl)-1,6,7,8-tetrahydro-9H-purin-9-yl)-4-hydroxytetrahydrofuran-2-carboxylic acid methyl ester